2-[1-[(tert-butoxycarbonylamino)methyl]cyclohexyl]acetic acid C(C)(C)(C)OC(=O)NCC1(CCCCC1)CC(=O)O